Cyclohexadeca-1,9-diene C1=CCCCCCCC=CCCCCCC1